(R)-7-(1-((5-methoxy-7-methyl-1H-indol-4-yl)methyl)piperidin-2-yl)-1H-indazole-4-carboxylic acid COC=1C(=C2C=CNC2=C(C1)C)CN1[C@H](CCCC1)C1=CC=C(C=2C=NNC12)C(=O)O